N-(3-triethoxysilylpropyl)-2-hydroxypropionamide C(C)O[Si](CCCNC(C(C)O)=O)(OCC)OCC